NC=1C=C(C=CC1)C=1C=C(C(=NC1)C(=O)NCC(C(=O)OCC)(C)C)O ethyl 3-(5-(3-aminophenyl)-3-hydroxypicolinamido)-2,2-dimethylpropanoate